(1-(cyclopropylsulfonyl)-1H-pyrazol-4-yl)-N-(5-((1-methyl-1H-pyrazol-4-yl)ethynyl)-4-(2-methyl-2,8-diazaspiro[4.5]dec-8-yl)pyridin-2-yl)pyrimidin-4-amine C1(CC1)S(=O)(=O)N1N=CC(=C1)C1=NC=CC(=N1)NC1=NC=C(C(=C1)N1CCC2(CCN(C2)C)CC1)C#CC=1C=NN(C1)C